The molecule is an organochlorine compound that is 2-(4-chlorobenzyl)pyridine in which one of the benzylic hydrogens is substituted by 2-(dimethylamino)ethoxy group. It is an ethanolamine-type antihistamine, used as its maleate salt for treating hay fever, as well as mild cases of Parkinson's disease. It has a role as a H1-receptor antagonist, an anti-allergic agent, a muscarinic antagonist and an antiparkinson drug. It is a member of pyridines, a tertiary amino compound and a member of monochlorobenzenes. CN(C)CCOC(C1=CC=C(C=C1)Cl)C2=CC=CC=N2